[C@]12(CNC[C@H]2C1)NC=1C2=C(N=CN1)C(=CC(=N2)C2=CC=C(C=C2)CN2CCOCC2)C(=O)N 4-{[(1s,5r)-3-azabicyclo[3.1.0]hex-1-yl]amino}-6-{4-[(morpholin-4-yl)methyl]phenyl}pyrido[3,2-d]pyrimidine-8-carboxamide